C(C1=CC=CC=C1)OC=1C=CC(=C(C1)C(=O)N1CC2(C1)CC(C2)N2N=CC(=C2C2=C(C=CC(=C2)F)Cl)C)F (5-(benzyloxy)-2-fluorophenyl)(6-(5-(2-chloro-5-fluorophenyl)-4-methyl-1H-pyrazol-1-yl)-2-azaspiro[3.3]heptan-2-yl)methanone